CN1N=C(C2=CC=CC(=C12)N1CCN(CC1)C[C@H]1[C@@H](CNCC1)C)C1C(NC(CC1)=O)=O 3-(1-methyl-7-(4-(((3s,4r)-3-methylpiperidin-4-yl)methyl)piperazin-1-yl)-1H-indazol-3-yl)piperidine-2,6-dione